NC=1C(=C(C=C2C=C(N=CC12)NC(=O)NC)C=1C=NC=CC1C)Cl 1-(8-amino-7-chloro-6-(4-methylpyridin-3-yl)isoquinolin-3-yl)-3-methylurea